2,2'-azobis(cyclohexanecarbonitrile) N(=NC1C(CCCC1)C#N)C1C(CCCC1)C#N